6-chloro-1-(difluoromethyl)-4,5-dimethyl-4,5-dihydro-1H-[1,2,3]triazolo[4,5-c][1,7]naphthyridine ClC1=NC=CC=2C3=C(C(N(C12)C)C)N=NN3C(F)F